rac-(2S)-2-(aminomethyl)piperidine-1-carboxylic acid tert-butyl ester C(C)(C)(C)OC(=O)N1[C@@H](CCCC1)CN |r|